FC(C=1C(=CC(=C(C1)N=CN(C)CC)C)OCCC[Si](C)(C)C)F N'-(5-difluoromethyl-2-methyl-4-(3-trimethylsilyl-propoxy)phenyl)-N-ethyl-N-methylformamidine